dipentaerythritol tetra-itaconate C(C(=C)CC(=O)O)(=O)O.C(C(=C)CC(=O)O)(=O)O.C(C(=C)CC(=O)O)(=O)O.C(C(=C)CC(=O)O)(=O)O.OCC(CO)(COCC(CO)(CO)CO)CO